N-[(4-{6-[(3-cyano-6-{[(1R,2R)-2-hydroxycyclohexyl]amino}imidazo[1,2-b]pyridazin-8-yl)amino]pyridin-2-yl}phenyl)methyl]methanesulfonamide C(#N)C1=CN=C2N1N=C(C=C2NC2=CC=CC(=N2)C2=CC=C(C=C2)CNS(=O)(=O)C)N[C@H]2[C@@H](CCCC2)O